2-aminoformyl-4-((2R,3S,4S,5R)-3-(3,4-difluoro-2-(2-(methylsulfonyl)ethoxy)phenyl)-4,5-dimethyl-5-(trifluoromethyl)tetrahydrofuran-2-carboxamido)pyridine 1-oxide NC(=O)C1=[N+](C=CC(=C1)NC(=O)[C@@H]1O[C@]([C@H]([C@H]1C1=C(C(=C(C=C1)F)F)OCCS(=O)(=O)C)C)(C(F)(F)F)C)[O-]